FC1=CC=C(C=C1)C1SCC(N1C1=C(C=CC(=C1)C(F)(F)F)C)=O 2-(4-Fluorophenyl)-3-[2-methyl-5-(trifluoromethyl)phenyl]-1,3-thiazolidin-4-one